5-(methylsulfonyl)-2-(5-(p-tolyl)-1H-imidazol-1-yl)pyridine CS(=O)(=O)C=1C=CC(=NC1)N1C=NC=C1C1=CC=C(C=C1)C